FC=1C=C2C=NN(C2=CC1B1OC(C(O1)(C)C)(C)C)C 2-(5-fluoro-1-methyl-1H-indazol-6-yl)-4,4,5,5-tetramethyl-1,3,2-dioxaborolane